4-((8-methoxy-2-oxo-2H-[1,3]oxazino[5,4-c][1,8]naphthyridin-1(4H)-yl)methyl)piperidine-1-sulfonamide COC=1C=CC=2C3=C(C=NC2N1)COC(N3CC3CCN(CC3)S(=O)(=O)N)=O